FC(C=1C=CC(=NC1)OC1=CC=C(O[C@@H](C(=O)O)C)C=C1)(F)F R-(+)-2-[4-(5-trifluoromethyl-2-pyridyloxy)phenoxy]propionic acid